OC(C)=CCC\C(\C)=C\CC\C(\C)=C\CC\C=C(/C)\CC\C=C(/C)\CCC=C(C)C oxasqualene